octyldibenzylamine C(CCCCCCC)N(CC1=CC=CC=C1)CC1=CC=CC=C1